(S)-quinuclidin-3-amine N12C[C@H](C(CC1)CC2)N